R-(-)-2-(4-isobutylphenyl)propanoylmethanesulfonamide 5-amino-3-fluoro-2-[6-(trifluoromethyl)pyridin-3-yl]Ethyl-benzoate NC1=CC(CN=C1C(F)(F)F)(CCOC(C1=CC=CC=C1)=O)F.C(C(C)C)C1=CC=C(C=C1)[C@H](C(=O)CS(=O)(=O)N)C